FC=1C=C(C=CC1)NC(C(N1CC2=C(CC1)C=C(S2)C2=NOC(=N2)C(F)(F)F)=O)=O N-(3-fluorophenyl)-2-oxo-2-(2-(5-(trifluoromethyl)-1,2,4-oxadiazol-3-yl)-4,7-dihydrothieno[2,3-c]pyridin-6(5H)-yl)acetamide